amino-2H-anthra[1,9-cd]pyrazol-6-one NN1N=C2C3=C1C=CC=C3C(C3=CC=CC=C32)=O